C(C)[C@]1(C(OCC=2C(N3CC=4C=C5C=C(C=CC5=NC4C3=CC12)O)=O)=O)O (19S)-19-ethyl-7,19-dihydroxy-17-oxa-3,13-diazapentacyclo[11.8.0.02,11.04,9.015,20]henicosa-1(21),2(11),3,5,7,9,15(20)-heptaene-14,18-dione